C1CC12NCC[C@H](C2)N2C=CC1=C2N=NC(=C1)C1=C(C=C(C=C1)N1N=NC=C1)O 2-{7-[(7R)-4-azaspiro[2.5]oct-7-yl]-7H-pyrrolo[2,3-c]pyridazin-3-yl}-5-(1H-1,2,3-triazol-1-yl)phenol